N-phenyl-3-(p-tolyl)propynamide C1(=CC=CC=C1)NC(C#CC1=CC=C(C=C1)C)=O